N-(4-fluoro-3-methylphenyl)-5-(2-(((1-hydroxy-2-methylpropan-2-yl)oxy)amino)-2-oxoacetyl)-1,2,4-trimethyl-1H-pyrrole-3-carboxamide FC1=C(C=C(C=C1)NC(=O)C1=C(N(C(=C1C)C(C(=O)NOC(CO)(C)C)=O)C)C)C